fluorotrimethylbicyclo[3.3.1]nonane FC1C(C2(CCCC(C1)C2)C)(C)C